CC([C@@H](C=1OC[C@@H](N1)CC1=CC=C(C=C1)C(F)(F)F)NC(C)=O)(C)C N-((S)-2,2-dimethyl-1-((S)-4-(4-(trifluoromethyl)-benzyl)-4,5-dihydrooxazol-2-yl)propyl)acetamide